N1C(=NC2=C1C=CC=C2)CNC2=NC(=NN1C2=NC=C1C(F)(F)F)N1CCOCC1 N-[(1H-Benzimidazol-2-yl)methyl]-2-(morpholin-4-yl)-7-(trifluoromethyl)imidazo[2,1-f][1,2,4]triazin-4-amine